C(C)N1N=CC2=NC=C(C=C21)CCC=2C(=C(C=CC2F)NS(=O)(=O)C=2C(=NC=C(C2)F)OC)F N-[3-(2-[1-ethylpyrazolo[4,3-b]pyridin-6-yl]ethyl)-2,4-difluorophenyl]-5-fluoro-2-methoxypyridine-3-sulfonamide